(N-[4-Amino-5-[4-[2-[ethyl(methyl)amino]-2-oxoethoxy]benzoyl]thiazol-2-yl]-4-fluoroanilino)propanamid NC=1N=C(SC1C(C1=CC=C(C=C1)OCC(=O)N(C)CC)=O)N(C1=CC=C(C=C1)F)C(C(=O)N)C